BrC=1C=C(C=C(C1)F)CC(C(=O)O)NC(=O)OC(C)(C)C 3-(3-bromo-5-fluorophenyl)-2-{[(tert-butoxy)carbonyl]amino}propanoic acid